ClC=1C=C(C=C(C1)C1CNC(NC1)=S)[C@H]1N(CCOC1)C(=O)OC(C)(C)C tert-butyl (R)-3-(3-chloro-5-(2-thioxohexahydropyrimidin-5-yl)phenyl)morpholine-4-carboxylate